FC1=CC=C(C=C1)C[C@H]1CNCCC1 (3S)-3-[(4-fluorophenyl)methyl]piperidine